1,1,3-tris-(5-tert-butyl-4-hydroxy-2-methyl-phenyl)-butane C(C)(C)(C)C=1C(=CC(=C(C1)C(CC(C)C1=C(C=C(C(=C1)C(C)(C)C)O)C)C1=C(C=C(C(=C1)C(C)(C)C)O)C)C)O